3-tert-butyl-1-(2-methyl-3-oxo-4-{[3-(trifluoromethyl)phenyl]methyl}-2H-1,4-benzoxazin-7-yl)urea C(C)(C)(C)NC(NC1=CC2=C(N(C(C(O2)C)=O)CC2=CC(=CC=C2)C(F)(F)F)C=C1)=O